OC=1C(=CC2=CN(N=C2C1C)C)C=1N=CC2=C(N1)C=CN(C2=O)[C@@H]2C[C@H](NCC2)C 2-(6-hydroxy-2,7-dimethyl-indazol-5-yl)-6-[(2R,4S)-2-methyl-4-piperidyl]pyrido[4,3-d]pyrimidin-5-one